CC1=CC=C(C=C1)S(=O)(=O)OC[C@H]1[C@@H](C1)COCCC 3-(((1R,2R)-2-((p-toluenesulfonyloxy)methyl)cyclopropyl)methoxy)propane